C(C)C1=C(C)C=CC=C1 2-ethyltoluene